2-OXOTHIAZOLIDIN-4-ONE O=C1SCC(N1)=O